C(=C)S[Sb](C1=CC=C(C=C1)[Sb](SC=C)SC=C)SC=C 1,4-bis(di(ethenylsulfanyl)stibanyl)benzene